N[C@H]1CN(CC1)C1=C2C=NN(C2=CC=C1NC(=O)C1=NN(C(C=C1)=O)C1=C(C=CC=C1F)F)C1CC1 (R)-N-(4-(3-aminopyrrolidin-1-yl)-1-cyclopropyl-1H-indazol-5-yl)-1-(2,6-difluorophenyl)-6-oxo-1,6-dihydropyridazine-3-carboxamide